1-[(3S)-3-[[(4-amino-2,2-dioxo-1H-2,1,3-benzothiadiazin-5-yl)oxy]methyl]-1-piperidinyl]-3-methyl-1-butanone NC1=NS(NC2=C1C(=CC=C2)OC[C@@H]2CN(CCC2)C(CC(C)C)=O)(=O)=O